NC1=C(C2=C(N=C(N3C2=NCC3)C)N1C1=C(C(=CC=C1C)OC)C)C#N 8-amino-7-(3-methoxy-2,6-dimethylphenyl)-5-methyl-2,3-dihydropyrrolo[2,3-d]imidazo[2,1-f]pyrimidine-9-carbonitrile